tert-Butyl-(5S)-2-(cyclopropylmethyl)-3-oxo-2,3,5,6,7,8-hexahydro[1,2,4]triazolo[4,3-a]pyridine-5-carboxylate C(C)(C)(C)OC(=O)[C@@H]1CCCC=2N1C(N(N2)CC2CC2)=O